FC1([C@H](C2=C(C=CC(=C2C1)OC=1C=CC(=C(C#N)C1)F)S(=O)(=O)C(F)(F)F)O)F (S)-5-((2,2-Difluoro-1-hydroxy-7-((trifluoromethyl)sulfonyl)-2,3-dihydro-1H-inden-4-yl)oxy)-2-fluorobenzonitrile